(1R,3S)-3-(3-(2-(2-formyl-3-hydroxyphenoxy)acetamido)-1H-pyrazol-5-yl)cyclopentyl cyclobutylcarbamate C1(CCC1)NC(O[C@H]1C[C@H](CC1)C1=CC(=NN1)NC(COC1=C(C(=CC=C1)O)C=O)=O)=O